CN(CC#CC=1C(=CC(N(C1)CC1=CC=C(C=C1)OC)=O)C(F)(F)F)C 5-[3-(dimethylamino)prop-1-yn-1-yl]-1-[(4-methoxyphenyl)methyl]-4-(trifluoromethyl)pyridin-2-one